4-[4-chloro-1-(5-fluoropyrimidin-2-yl)piperidine-4-carbonyl]-3,5-dihydro-2H-pyrido[3,4-f][1,4]oxazepine-9-carbonitrile ClC1(CCN(CC1)C1=NC=C(C=N1)F)C(=O)N1CCOC2=C(C1)C=NC=C2C#N